C(C)N1CCN(CC1)CC=1C=C(C=NC1)/C(=C/C=1C=C(C(=O)N[C@@H]2[C@H](CCCC2)O)C=CC1C)/F 3-[(Z)-2-{5-[(4-ethylpiperazin-1-yl)methyl]pyridin-3-yl}-2-fluorovinyl]-N-[(1S,2S)-2-hydroxycyclohexyl]-4-methylbenzamide